2-((2-Fluoro-5-(trifluoromethoxy)benzyl)amino)ethan-1-ol FC1=C(CNCCO)C=C(C=C1)OC(F)(F)F